thiophene-3,4-dicarboxylate S1C=C(C(=C1)C(=O)[O-])C(=O)[O-]